NC1=C2C(N(C(C2=CC=C1)=O)C1C(N(C(CC1)=O)CCCOC)=O)=O 4-amino-2-(1-(3-methoxypropyl)-2,6-dioxopiperidin-3-yl)isoindolin-1,3-dione